5-chloro-7-methylthiazolo[5,4-b]pyridin-2-amine ClC1=CC(=C2C(=N1)SC(=N2)N)C